C(C)C1=NC=CC=C1O 2-ethyl-3-hydroxypyridine